6-(3'-((1r,3r)-adamantan-2-yl)-2'-methoxy-4,5'-dimethyl-[1,1'-biphenyl]-2-yl)pyridine C12C(C3CC(CC(C1)C3)C2)C=2C(=C(C=C(C2)C)C2=C(C=C(C=C2)C)C2=CC=CC=N2)OC